C(=O)(O)C(CC1=CC(=CO1)CC(=O)N(CCOC=1C=C(OC1)CC(C(=O)O)C1CNCC1)CCOC=1C=C(OC1)CC(C(=O)O)C1CNCC1)C1CNCC1 3,3'-(((((2-(5-(2-carboxy-2-(pyrrolidin-3-yl)ethyl)furan-3-yl)acetyl)azanediyl)bis(ethane-2,1-diyl))bis(oxy))bis(furan-4,2-diyl))bis(2-(pyrrolidin-3-yl)propanoic acid)